NC[C@@]1(COCC1)O (S)-3-(aminomethyl)tetrahydrofuran-3-ol